C1(CC1)C1=C(C(=NO1)C1=C(C=CC=C1)OC(F)(F)F)COC1CC2CCC(C1)N2C=2SC1=C(N2)C(=CC(=C1)S(=O)[O-])F.[Na+] sodium 2-(3-((5-cyclopropyl-3-(2-(trifluoromethoxy) phenyl) isoxazol-4-yl) methoxy)-8-azabicyclo[3.2.1]octan-8-yl)-4-fluorobenzo[d]thiazole-6-sulfinate